(S)-benzenesulfonate C1(=CC=CC=C1)S(=O)(=O)[O-]